OC=1SC2=C(N1)C=CC(=C2)C2=NC(=NO2)[C@@H]2C([C@H]2C2=CC=C(C=C2)S(=O)(=O)N)(C)C 4-{(1S,3S)-3-[5-(2-hydroxy-1,3-benzothiazol-6-yl)-1,2,4-oxadiazol-3-yl]-2,2-dimethylcyclopropyl}benzenesulfonamide